C1=C(C=CC2=CC=CC=C12)S(=O)O β-naphthalenesulfinic acid